[1,3-biazetidin]-3-ol N1(CC(C1)O)C1CNC1